4-(1-(4-chlorobenzyl)-1H-pyrrol-3-yl)-2-(methylsulfonyl)-6-(trifluoromethyl)pyrimidine ClC1=CC=C(CN2C=C(C=C2)C2=NC(=NC(=C2)C(F)(F)F)S(=O)(=O)C)C=C1